1-phenyl-2-(pyrimidin-4-yl)ethan-1-one C1(=CC=CC=C1)C(CC1=NC=NC=C1)=O